C(C)(C)OC(=O)OC(C)OC(=O)[C@H]1[C@@H](N(C[C@@H]1C1=CC2=C(OCO2)C=C1)CC(=O)N(CCCC)CCCC)C1=CC=C(C=C1)OC 1-[(isopropoxycarbonyl)oxy]ethyl-(2R,3R,4S)-4-(benzo[d][1,3]dioxolan-5-yl)-1-[2-(dibutylamino)-2-oxoethyl]-2-(4-methoxyphenyl)pyrrolidine-3-carboxylate